(9H-fluoren-9-yl)methyl (S)-8-(((2S,3R)-3-(benzyloxy)-1-(methylamino)-1-oxobutan-2-yl)carbamoyl)-2,6-diazaspiro[3.4]octane-6-carboxylate C(C1=CC=CC=C1)O[C@@H]([C@@H](C(=O)NC)NC(=O)[C@@H]1CN(CC12CNC2)C(=O)OCC2C1=CC=CC=C1C=1C=CC=CC21)C